6-bromo-2-chloro-N-(thiophen-2-ylmethyl)pyrrolo[2,1-f][1,2,4]triazin-4-amine BrC=1C=C2C(=NC(=NN2C1)Cl)NCC=1SC=CC1